4-((S)-3-(tert-butoxy)-2-((1,3-dioxoisoindolin-2-yl)oxy)-3-oxopropoxy)phenyl-1-(3-((tert-butoxycarbonyl)amino)-2-hydroxypropyl)-2-methyl-1H-pyrazol-2-ium 2,2,2-trifluoroacetate FC(C(=O)[O-])(F)F.C(C)(C)(C)OC([C@H](COC1=CC=C(C=C1)C1=[N+](N(C=C1)CC(CNC(=O)OC(C)(C)C)O)C)ON1C(C2=CC=CC=C2C1=O)=O)=O